C(#N)C=1C(=NC(=CC1O)C(F)F)C1=CC=C(CC=2C(=C(C(=O)N)C=C(C2)F)OC)C=C1 (4-(3-cyano-6-(difluoromethyl)-4-hydroxypyridin-2-yl)benzyl)-5-fluoro-2-methoxybenzamide